NC=1C(=C2N(C=C(N3C2=NC=N3)C)C1C#N)C1=C(C(=CC=C1C)OC)C 9-amino-10-(3-methoxy-2,6-dimethylphenyl)-5-methylpyrrolo[1,2-a][1,2,4]triazolo[5,1-c]pyrazine-8-carbonitrile